(2R,4R)-2-(5-((+)-1-amino-3-cyclopropyl-1-(pyridin-4-yl)propyl)-2-fluorophenylcarbamoyl)-4-ethoxypyrrolidine-1-carboxylic acid benzyl ester C(C1=CC=CC=C1)OC(=O)N1[C@H](C[C@H](C1)OCC)C(NC1=C(C=CC(=C1)C(CCC1CC1)(C1=CC=NC=C1)N)F)=O